(R)-4-(2-Amino-2-methylpropanoyl)-N-(1-(4-(2-(3-(aminomethyl)pyrrolidin-1-yl)ethyl)phenyl)-2-oxo-1,2-dihydropyrimidin-4-yl)piperazine-1-carboxamide hydrochloride salt Cl.NC(C(=O)N1CCN(CC1)C(=O)NC1=NC(N(C=C1)C1=CC=C(C=C1)CCN1C[C@H](CC1)CN)=O)(C)C